vinyl-2,2-dimethylpentanoate C(=C)OC(C(CCC)(C)C)=O